tert-butyl (S)-4-((3-(2,4-dioxotetrahydropyrimidin-1(2H)-yl) benzo[d]isoxazol-5-yl) methyl)-2-methylpiperazine-1-carboxylate O=C1N(CCC(N1)=O)C1=NOC2=C1C=C(C=C2)CN2C[C@@H](N(CC2)C(=O)OC(C)(C)C)C